phthalaldehyd C(C=1C(C=O)=CC=CC1)=O